O=C1C2=CC=CC(=C2C(C=2C(=CC(=CC12)C(=O)N=[N+]=[N-])OCCCC=C)=O)OCCCC=C 9,10-dioxo-4,5-bis(pent-4-en-1-yloxy)-9,10-dihydroanthracene-2-carbonyl azide